CN1C(NC=CC1=O)=O N3-methyluracil